O1CCC2=C1C(=CC=C2)NC2=NNC1=CC(=CC=C21)[C@@H]2C[C@@]21C(NC2=CC=C(C=C12)OC)=O (1R,2S)-2-[3-(2,3-dihydro-1-benzofuran-7-ylamino)-1H-indazol-6-yl]-5'-methoxy-1'H-spiro[cyclopropane-1,3'-indol]-2'-one